5-(8,9-dihydro-7H-cyclopenta[c][1,2,4]triazolo[1,5-a]pyridin-6-yl)-4-isopropyl-3-methyl-2-(piperidin-4-yl)-6H-thieno[2,3-b]pyrrole N=1C=NN2C1C1=C(C(=C2)C2=C(C3=C(N2)SC(=C3C)C3CCNCC3)C(C)C)CCC1